C(C)(C)(C)NC=1C(=NC(=CC1)C(=O)NC=1C(=NN(C1)C)C1=NC=CC=C1)C=1C=NC=CC1 (tert-butylamino)-N-(1-methyl-3-(pyridin-2-yl)-1H-pyrazol-4-yl)-[2,3'-bipyridine]-6-carboxamide